N-hydroxy-5-(3-(methyl-(2-methyl-4-quinazolinyl)amino)phenoxy)valeramide ONC(CCCCOC1=CC(=CC=C1)N(C1=NC(=NC2=CC=CC=C12)C)C)=O